methyl 1,4-oxazepane-2-carboxylate O1C(CNCCC1)C(=O)OC